C(C)OC(CCC(=O)C1=NC(=CC=C1O)CC1=CC(=CC=C1)OC(F)(F)F)=O 4-[6-(3-trifluoromethoxy-benzyl)-3-hydroxy-pyridin-2-yl]-4-oxo-butyric acid ethyl ester